6-(3-methyl-2,3,4,5-tetrahydropyridin-6-yl)-1-(2-trimethylsilylethoxymethyl)-1,5-naphthyridin-2-one CC1CN=C(CC1)C=1N=C2C=CC(N(C2=CC1)COCC[Si](C)(C)C)=O